tert-butyl 6-[[7-(5-acetyl-3-iodo-6,7-dihydro-4H-pyrazolo[4,3-c]pyridin-1-yl)spiro[3.5]nonan-2-yl]methyl]pyridazine-3-carboxylate C(C)(=O)N1CC2=C(CC1)N(N=C2I)C2CCC1(CC(C1)CC1=CC=C(N=N1)C(=O)OC(C)(C)C)CC2